O1C[C@@H](CC1)CNC(O[C@H]1[C@H](NC[C@@H]1O)CC1=CC=C(C=C1)Cl)=O (2R,3S,4S)-2-[(4-chlorophenyl)methyl]-4-hydroxypyrrolidin-3-yl N-[(3S)-oxolan-3-ylmethyl]carbamate